methyl 1-(6-hydroxyhexyl)-1H-pyrazole-4-carboxylate OCCCCCCN1N=CC(=C1)C(=O)OC